(S)-3-(1-hydroxy-propan-2-yl)-6-(2-methyl-pyrimidin-5-yl)-8-(pyridin-3-yl)pyrido[3,4-d]pyrimidin-4(3H)-one OC[C@H](C)N1C=NC2=C(C1=O)C=C(N=C2C=2C=NC=CC2)C=2C=NC(=NC2)C